1-tert-butyl-2-methoxybenzene C(C)(C)(C)C1=C(C=CC=C1)OC